ClC=1N=C(C2=C(N1)N=CC(=C2)N2CCN(CC2)CC)Cl 2,4-dichloro-6-(4-ethylpiperazin-1-yl)pyrido[2,3-d]pyrimidine